C1(CC1)CN1C(=CC2=CC=C(C=C12)C1=CC=C(C=C1)CS(=O)(=O)C)C1=NC2=C(N1C)C(=CC(=C2)C(=O)N2C[C@@H](C[C@H](C2)F)N)OC (3R,5R)-1-(2-[1-(cyclopropylmethyl)-6-[4-(methanesulfonylmethyl)phenyl]-1H-indol-2-yl]-7-methoxy-1-methyl-1H-1,3-benzodiazole-5-carbonyl)-5-fluoropiperidin-3-amine